CC(CN)NC(=O)OC(C)(C)C tert-butyl N-(1-aminopropan-2-yl)carbamate